[5-(methylsulfanyl)-1,3,4-thiadiazol-2-yl]-1,2-oxazole-3-carboxamide CSC1=NN=C(S1)C=1C(=NOC1)C(=O)N